NC=1N=CN(C1)C=1C=C(C(=C(C(=O)NCC2CC2)C1)OC)OC 5-(4-amino-1H-imidazol-1-yl)-N-(cyclopropylmethyl)-2,3-dimethoxybenzamide